2-chloro-4,6-bis(4-n-butylamino-2,2,6,6-tetramethylpiperidinyl)-1,3,5-triazine ClC1=NC(=NC(=N1)N1C(CC(CC1(C)C)NCCCC)(C)C)N1C(CC(CC1(C)C)NCCCC)(C)C